[2-(2-Aminophenyl)phenyl]-methylsulfonyloxy-palladium NC1=C(C=CC=C1)C1=C(C=CC=C1)[Pd]OS(=O)(=O)C